1-allyl-3-ethylimidazolium bis(trifluoromethanesulfonyl)imide salt [N-](S(=O)(=O)C(F)(F)F)S(=O)(=O)C(F)(F)F.C(C=C)N1C=[N+](C=C1)CC